1-(4-hydroxybutyl)-4-methyl-1H-benzotriazole OCCCCN1N=NC2=C1C=CC=C2C